C1(CCC1)NC1=C(C=CC(=C1)C(F)(F)F)[N+](=O)[O-] N-cyclobutyl-2-nitro-5-(trifluoromethyl)aniline